ammonia thioglycolate salt C(CS)(=O)O.N